C(#C)C1=C2C(=CC(=CC2=CC=C1F)O)C1=C(C=2N=C(N=C(C2C=N1)N1CCOCC1)OC[C@]12CCCN2C[C@@H](C1)F)F 5-ethynyl-6-fluoro-4-[8-fluoro-2-{[(2R,7aS)-2-fluorotetrahydro-1H-pyrrolizin-7a(5H)-yl]methoxy}-4-(morpholin-4-yl)pyrido[4,3-d]pyrimidin-7-yl]naphthalen-2-ol